Di-tert-butyl (S)-2-hydroxyglutarate O[C@H](C(=O)OC(C)(C)C)CCC(=O)OC(C)(C)C